C(C)(=O)OC1CC(C1)N1C[C@H]2N(C(C1)=O)C[C@H](C2)C2=C(C(=CC=C2O)Cl)Cl 3-[(7R,8aS)-7-(2,3-dichloro-6-hydroxyphenyl)-4-oxo-hexahydropyrrolo[1,2-a]pyrazin-2-yl]cyclobutyl acetate